O1N=CNC1 4H-1,2,4-oxadiazol